C1(=CC=CC=C1)CCC(=O)N1C[C@H](CCC1)N1C(=NC=2C1=C1C(=NC2)C=CS1)C(C)O 1-{1-[(3S)-1-(3-Phenylpropanoyl)piperidin-3-yl]-1H-imidazo[4,5-d]thieno[3,2-b]pyridin-2-yl}ethanol